N1(N=CC=C1)CC1=CC(=C2C(=NN(C2=C1)C)N)OC 6-((1H-pyrazol-1-yl)methyl)-4-methoxy-1-methyl-1H-indazol-3-amine